CC1=C(C(=O)O)C=CC=N1 2-METHYLNICOTINIC ACID